C(#N)C=1C=NN2C1C(=CC(=C2)C=2C=NN(C2)C)C=2C=NN(C2)C(=O)N[C@@H](C)C=2C=NC(=CC2)OC(C)C (S)-4-(3-cyano-6-(1-methyl-1H-pyrazol-4-yl)pyrazolo[1,5-a]pyridin-4-yl)-N-(1-(6-isopropoxypyridin-3-yl)ethyl)-1H-pyrazole-1-carboxamide